FC1=C(C=CC(=C1)F)CCCCC(=O)O 2,4-difluoro-benzenepentanoic acid